NC1=NC2=C(N1P(OCC)(OCC)=O)C=CC=C2 Diethyl (2-amino-1H-benzo[d]imidazol-1-yl)phosphonate